N'-((3-phenyl-6,7-dihydro-5H-cyclopenta[b]pyridin-4-yl)carbamoyl)-1H-pyrazole-3-sulfonimidamide C1(=CC=CC=C1)C=1C(=C2C(=NC1)CCC2)NC(=O)N=S(=O)(N)C2=NNC=C2